COCCN1N=CC(=C1)N1N=C(C(=C1)C1=CN=C(N1C)C(=O)N)C(F)(F)F 5-[1-[1-(2-methoxyethyl)pyrazol-4-yl]-3-(trifluoromethyl)pyrazol-4-yl]-1-methyl-imidazole-2-carboxamide